1,1,1,3,3,3-hexachloro-disilazane Cl[Si](N[Si](Cl)(Cl)Cl)(Cl)Cl